FC(C1=CC=C(C=C1)C1=NN=C(O1)NC=1C=CC(=NC1)C#N)(F)F 5-((5-(4-(trifluoromethyl)phenyl)-1,3,4-oxadiazol-2-yl)amino)pyridinecarbonitrile